C(C)(=O)NC=1C=C2C(=CN1)N(C=C2C2=CC(=C1C(=N2)C2(OCC1(F)F)COCC2)OC2COC2)C(=O)OC(C)(C)C Tert-butyl 5-acetamido-3-(5',5'-difluoro-4'-(oxetan-3-yloxy)-4,5,5',6'-tetrahydro-2H-spiro[furan-3,8'-pyrano[3,4-b]pyridin]-2'-yl)-1H-pyrrolo[2,3-c]pyridine-1-carboxylate